FC(/C=C/[C@@H]1[C@H]([C@H](C[C@H]1O)O)C\C=C/CCCC(=O)OC(C)C)(COC1=CC=CC=C1)F isopropyl (5Z)-7-{(1R,2R,3R,5S)-2-[(1E)-3,3-difluoro-4-phenoxybut-1-en-1-yl]-3,5-dihydroxycyclopentyl}hept-5-enoate